17-((3-ethylnonyl)oxy)-9,17-dioxoheptadecanoic acid C(C)C(CCOC(CCCCCCCC(CCCCCCCC(=O)O)=O)=O)CCCCCC